ClC1=NC=CC(=C1C(F)(F)F)CC(=O)N[C@H]1C(CCC[C@@H]1O[C@@H]1[C@@H](CN(CC1)C(C)C)F)(F)F 2-[2-chloro-3-(trifluoromethyl)pyridin-4-yl]-N-[(1R,6S)-2,2-difluoro-6-{[(3R,4S)-3-fluoro-1-isopropylpiperidin-4-yl]oxy}cyclohexyl]acetamide